FC1=CCCN(C1)C(=O)OC(C)(C)C tert-butyl 5-fluoro-3,6-dihydro-2H-pyridine-1-carboxylate